N[C@@H](CCC(=O)N(C([C@@H](N)CCC(=O)NCC)=O)C)C(=O)O theanine, γ-glutamyl-methyl-amide